3-amino-2,6-dichloropyridine-4-carboxamide NC=1C(=NC(=CC1C(=O)N)Cl)Cl